ClC1=C(C#N)C=CC(=C1)N1CC2(CC1C)CCN(CC2)C2=CC=C(C=C2)C(=O)N2CCN(CC2)C2CCN(CC2)C=2C=C1C(N(C(C1=CC2F)=O)C2C(NC(CC2)=O)=O)=O 2-chloro-4-(8-(4-(4-(1-(2-(2,6-dioxopiperidin-3-yl)-6-fluoro-1,3-dioxoisoindolin-5-yl)piperidin-4-yl)piperazine-1-carbonyl)phenyl)-3-methyl-2,8-diazaspiro[4.5]decan-2-yl)benzonitrile